N-cyclopropyl-6-(3-((2-hydroxy-2-methylpropyl)carbamoyl)-1H-indol-1-yl)-8-(methylamino)imidazo[1,2-b]Pyridazine-3-carboxamide C1(CC1)NC(=O)C1=CN=C2N1N=C(C=C2NC)N2C=C(C1=CC=CC=C21)C(NCC(C)(C)O)=O